C1(CCC1)N1N=C(C(=C1)O)[C@H]1COCC1 |r| (S)- and (R)-1-Cyclobutyl-3-(tetrahydrofuran-3-yl)-1H-pyrazol-4-ol